[(3S,6S,7R,8R)-8-benzyl-3-[[3-(1,3-benzodioxol-5-ylmethoxy)-4-methoxy-pyridine-2-carbonyl]amino]-6-methyl-4,9-dioxo-1,5-dioxonan-7-yl] 2-methylpropanoate CC(C(=O)O[C@H]1[C@@H](OC([C@H](COC([C@@H]1CC1=CC=CC=C1)=O)NC(=O)C1=NC=CC(=C1OCC1=CC2=C(OCO2)C=C1)OC)=O)C)C